NC1=NC=C(C=N1)C1=CC=C(C=C1)CCCNC(C1=CN=C(C=C1)C)=O N-(3-(4-(2-aminopyrimidin-5-yl)phenyl)propyl)-6-methylnicotinamide